4-chloro-9-(1-(4-(hydroxymethyl)bicyclo[2.2.1]heptane-1-carbonyl)piperidin-4-yl)-7,7-dimethylindolo[1,2-a]quinazolin-5(7H)-one ClC=1C=2C(N=C3N(C2C=CC1)C1=CC=C(C=C1C3(C)C)C3CCN(CC3)C(=O)C31CCC(CC3)(C1)CO)=O